CP(=O)(C)C1=C(C=CC=C1)NC1=NC(=NC=C1C(F)(F)F)NC1=C(C=C(C(=O)O)C=C1)OC(C)C 4-((4-((2-(dimethylphosphoryl)phenyl)amino)-5-(trifluoromethyl)pyrimidin-2-yl)amino)-3-(isopropoxy)benzoic acid